(3R)-3-[(3S,5R,8R,9S,10S,13R,14S,17R)-3-hydroxy-10,13-dimethyl-3-(2-naphthyl)-1,2,4,5,6,7,8,9,11,12,14,15,16,17-tetradecahydrocyclopenta[a]phenanthren-17-yl]butanoic acid O[C@]1(CC[C@@]2([C@H]3CC[C@@]4([C@H](CC[C@H]4[C@@H]3CC[C@@H]2C1)[C@@H](CC(=O)O)C)C)C)C1=CC2=CC=CC=C2C=C1